FC=1C=C(OCC(=O)N2CC3N(C(C4=C(NC3=O)C=CC(=C4)C4=CC(=CC=C4)C(F)(F)F)=O)CC2)C=C(C1OC(F)(F)F)F 2-(2-(3,5-difluoro-4-(trifluoromethoxy)phenoxy)acetyl)-8-(3-(trifluoromethyl)phenyl)-1,3,4,12a-tetrahydrobenzo[e]pyrazino[1,2-a][1,4]diazepine-6,12(2H,11H)-dione